NN1CCN(CC1)C1=CC=CC=2OC(COC21)O 5-(4-aminopiperazin-1-yl)-2-hydroxy-2,3-dihydro-1,4-benzodioxine